tert-Butyl 4-fluoro-4-[6-(8-fluoro-2-methylimidazo[1,2-a]pyridin-6-yl)-4-oxo-3,4-dihydropyrido[3,4-d]pyrimidin-2-yl]piperidine-1-carboxylate FC1(CCN(CC1)C(=O)OC(C)(C)C)C=1NC(C2=C(N1)C=NC(=C2)C=2C=C(C=1N(C2)C=C(N1)C)F)=O